CC1C(=CC2=CC(=CC=C12)C1=CC=CC=C1)C 1,2-dimethyl-5-phenylindene